2,3-dimethoxy-benzoic acid COC1=C(C(=O)O)C=CC=C1OC